C(C)(=O)NCC(=O)NNC(=O)C1=C2C=C(N=CC2=C(N=C1)NC)NC(=O)C1CC1 N-(5-(2-(acetylglycyl)hydrazine-1-carbonyl)-8-(methylamino)-2,7-naphthyridin-3-yl)cyclopropanecarboxamide